FC1(C2(C(CC(N2)=O)=O)CCC1)F 6,6-Difluoro-1-azaspiro[4.4]nonane-2,4-dione